(1-cyclopropyl-ethyl)amine C1(CC1)C(C)N